ClC1=NC=CC(=N1)C1=C(C=CC(=C1)OC)Cl 2-chloro-4-(2-chloro-5-methoxyphenyl)pyrimidine